bi-dioxolanetetrol O1C(OC(C1O)(O)O)(C1OCCO1)O